tert-Butyl(6-((3-((2-chloro-5-(methylcarbamoyl)pyridin-4-yl)amino)-4-methoxy-5-(1-methyl-1H-Pyrazol-3-yl)phenylethoxy)methyl)pyridin-2-yl)carbamate C(C)(C)(C)OC(NC1=NC(=CC=C1)COCCC1=CC(=C(C(=C1)C1=NN(C=C1)C)OC)NC1=CC(=NC=C1C(NC)=O)Cl)=O